N-((S)-1'-(6-chloro-1,2,4-triazin-3-yl)-1,3-dihydrospiro[inden-2,4'-piperidin]-1-yl)-2-methylpropan-2-sulfinamide ClC1=CN=C(N=N1)N1CCC2(CC1)[C@@H](C1=CC=CC=C1C2)NS(=O)C(C)(C)C